C1(=CC=C(C=C1)C(CC1=C(C=CC=C1)O)C)C(CC1=C(C=CC=C1)O)C 4'-[1,4-phenylenebis(1-methylethylene)]bis[phenol]